O[C@@H]1CC2=C(N(C3=C1C=CC=C3)C(=O)N)C=CC=C2 (R)-(-)-10,11-dihydro-10-hydroxy-5H-dibenzo[b,f]azepine-5-carboxamide